6-cyanoacetamido-N-(4-(4-(tert-butoxycarbonyl)piperazin-1-yl)phenyl)-4-trifluoromethylquinolin-2-amine C(#N)CC(=O)NC=1C=C2C(=CC(=NC2=CC1)NC1=CC=C(C=C1)N1CCN(CC1)C(=O)OC(C)(C)C)C(F)(F)F